FC1=CC=C(C(=O)NNC2=CC(=C(C(=C2)OC)O)C=O)C=C1 4-fluoro-N'-(3-formyl-4-hydroxy-5-methoxy-phenyl)benzohydrazide